tert-butyl ((4'-bromo-[1,1'-biphenyl]-4-yl)methyl)(2-(2-hydroxyethoxy)ethyl)carbamate BrC1=CC=C(C=C1)C1=CC=C(C=C1)CN(C(OC(C)(C)C)=O)CCOCCO